N-(6,8-dimethyl-1-isoquinolyl)-2-fluoro-N-[(3R)-3-piperidyl]-4-[5-(trideuteriomethyl)-1,3,4-thiadiazol-2-yl]benzamide CC=1C=C2C=CN=C(C2=C(C1)C)N(C(C1=C(C=C(C=C1)C=1SC(=NN1)C([2H])([2H])[2H])F)=O)[C@H]1CNCCC1